ClC1=C(C=C(C=C1)C(=O)N1CCC(CC1)OC1CCN(CC1)CC1=C(C=C(C(=C1)OC)C1=CN(C(C2=CN=CC=C12)=O)C)OC)N1C(NC(CC1)=O)=O 1-(2-Chloro-5-(4-((1-(2,5-dimethoxy-4-(2-methyl-1-oxo-1,2-dihydro-2,7-naphthyridin-4-yl)benzyl)piperidin-4-yl)oxy)piperidine-1-carbonyl)phenyl)dihydropyrimidine-2,4(1H,3H)-dione